C(C)(C)(C)OC(=O)NC1(CCC1)C=1N(C(=CN1)C(NCC=1C=NC(=CC1)NC(C1=NC=CC=C1O)=O)=O)C(=O)OC(C)(C)C tert-butyl 2-(1-((tert-butoxycarbonyl)amino)cyclobutyl)-5-(((6-(3-hydroxypicolinamido)pyridin-3-yl)methyl)carbamoyl)-1H-imidazole-1-carboxylate